C(C)(C)(C)OC(N[C@H]1CN(C[C@@H](C1)F)C(=O)C1=CC2=C(C(=C(O2)C=2N(C3=CC=CC=C3C2)CC2CC2)CCO[Si](C2=CC=CC=C2)(C2=CC=CC=C2)C(C)(C)C)C(=C1)OC)=O ((3R,5R)-1-(3-(2-((tert-Butyldiphenylsilyl)oxy)ethyl)-2-(1-(cyclopropylmethyl)-1H-indol-2-yl)-4-methoxybenzofuran-6-carbonyl)-5-fluoropiperidin-3-yl)carbamic acid tert-butyl ester